5-methyl-pyridazine-3-carbonitrile CC=1C=C(N=NC1)C#N